N-(8,9-difluoro-6-oxo-1,4,5,6-tetrahydro-2H-pyrano[3,4-c]isoquinolin-1-yl)-6-fluoro-N-methylindolizine-2-carboxamide FC=1C(=CC=2C3=C(NC(C2C1)=O)COCC3N(C(=O)C=3C=C1C=CC(=CN1C3)F)C)F